FC(C1=C(C=CC=C1)C=1N=C(N2C1SC=C2)C2=CC=C(C(=O)O)C=C2)(F)F 4-(7-(2-(trifluoromethyl)phenyl)imidazo[5,1-b]thiazol-5-yl)benzoic acid